O1C(=COCC1)C1=CC=C2C3(CC=4C(=NOC4C2=C1)C=1C(=C(C=CC1)S(=O)(=O)N)OC)CC3 (8'-(5,6-dihydro-1,4-dioxin-2-yl)-4'H-spiro[cyclopropane-1,5'-naphtho[2,1-d]isoxazol]-3'-yl)-2-methoxybenzenesulfonamide